CC(CN1N=CC(=C1)B1OC(C(O1)(C)C)(C)C)(C)O 2-methyl-1-[4-(tetramethyl-1,3,2-dioxaborolan-2-yl)-1H-pyrazol-1-yl]propan-2-ol